4-(5-(3-(6-(Aminomethyl)pyridin-3-yl)-1-methyl-1H-pyrazol-5-yl)-5-hydroxyoctahydropentalen-2-yl)-N-(3-chloro-4-fluorophenyl)-1-methyl-1H-imidazole-5-carboxamide NCC1=CC=C(C=N1)C1=NN(C(=C1)C1(CC2CC(CC2C1)C=1N=CN(C1C(=O)NC1=CC(=C(C=C1)F)Cl)C)O)C